(S)-2-(3-((6-((1-(3-(tert-butyl)phenyl)ethyl)carbamoyl)-1-(cyclopropylmethyl)-2-methyl-1H-indol-3-yl) methyl)phenoxy)-2-methylpropanoate C(C)(C)(C)C=1C=C(C=CC1)[C@H](C)NC(=O)C1=CC=C2C(=C(N(C2=C1)CC1CC1)C)CC=1C=C(OC(C(=O)[O-])(C)C)C=CC1